(3-((3-cyanoazetidin-1-yl)sulfonyl)benzoyl)-D-proline C(#N)C1CN(C1)S(=O)(=O)C=1C=C(C(=O)N2[C@H](CCC2)C(=O)O)C=CC1